FC1=C(C=CC=C1)C1=CC(=CN1S(=O)(=O)C1=CC(=CC=C1)OCCCOC)C=O 5-(2-Fluorophenyl)-1-{[3-(3-methoxypropoxy)phenyl]sulfonyl}-1H-pyrrole-3-carbaldehyde